sulfonylsilane acetate C(C)(=O)O.S(=O)(=O)=[SiH2]